tert-Butyl-4-chloro-2-(2-(pyrimidin-5-ylmethoxy)pyridin-4-yl)-1H-pyrrolo[2,3-b]pyridine-1-carboxylate C(C)(C)(C)OC(=O)N1C(=CC=2C1=NC=CC2Cl)C2=CC(=NC=C2)OCC=2C=NC=NC2